2-[3-(3-bromophenyl)ureido]-4-fluorobenzamide BrC=1C=C(C=CC1)NC(NC1=C(C(=O)N)C=CC(=C1)F)=O